Urethane acetate C(C)(=O)O.NC(=O)OCC